N4-[3-(dimethylamino)propyl]-2-methoxy-N4-methyl-benzene-1,4-diamine CN(CCCN(C1=CC(=C(C=C1)N)OC)C)C